5-(2-isocyanatoethyl)-2-isocyanatomethyl-2-(3-isocyanatopropyl)-bicyclo[2.2.1]heptane N(=C=O)CCC1C2CC(C(C1)C2)(CCCN=C=O)CN=C=O